2-(3-chloro-2-(piperidin-3-ylamino)anilino)benzoic acid ClC=1C(=C(NC2=C(C(=O)O)C=CC=C2)C=CC1)NC1CNCCC1